(1S,4aR,5S,8aR)-5-[(E)-4-carboxy-3-methylbut-3-enyl]-1,4a-dimethyl-6-methylidene-3,4,5,7,8,8a-hexahydro-2H-naphthalene-1-carboxylic acid C(=O)(O)/C=C(/CC[C@@H]1[C@]2(CCC[C@@]([C@@H]2CCC1=C)(C(=O)O)C)C)\C